O=C1NC(CCC1N1C(C2=CC=C(C=C2C1=O)NCCCNC(C1=CC=C(C(=O)NC2=CC3=C(NC(=N3)CN3[C@H](CCC3)C)C=C2)C=C1)=O)=O)=O N1-(3-((2-(2,6-dioxopiperidin-3-yl)-1,3-dioxoisoindolin-5-yl)amino)propyl)-N4-(2-(((S)-2-methylpyrrolidin-1-yl)methyl)-1H-benzo[d]imidazol-5-yl)terephthalamide